2-[(2s)-4-[7-(8-chloro-1-naphthyl)-8-fluoro-2-[[(2s)-1-methylpyrrolidin-2-yl]methoxy]pyrido[4,3-d]pyrimidin-4-yl]piperazin-2-yl]acetonitrile ClC=1C=CC=C2C=CC=C(C12)C1=C(C=2N=C(N=C(C2C=N1)N1C[C@@H](NCC1)CC#N)OC[C@H]1N(CCC1)C)F